N[C@@H](CCS)C(=O)O.[Na] monosodium homocysteine